FCC(C)(O)C1=CC=C(C=2N1N=CN2)C=2C=1N(C(=NC2)NCC2=C(C=CC3=C2CCO3)F)C=NN1 Fluoro-2-(8-(5-(((5-fluoro-2,3-dihydrobenzofuran-4-yl)methyl)amino)-[1,2,4]triazolo[4,3-c]pyrimidin-8-yl)-[1,2,4]triazolo[1,5-a]pyridin-5-yl)propan-2-ol